COC1=CC=C(CS(=O)(=O)C=2C=C(C=CC2)C(CC#N)N2N=CC(=C2)C=2C3=C(N=CN2)NC=C3)C=C1 3-{3-[(4-methoxybenzyl)-sulfonyl]phenyl}-3-[4-(7H-pyrrolo[2,3-d]pyrimidin-4-yl)-1H-pyrazol-1-yl]-propanenitrile